CN1[C@@H]([C@@H]2C[C@@H]2C1)CO ((1R,2S,5S)-3-methyl-3-azabicyclo[3.1.0]hex-2-yl)methanol